2-butyl-1-nitroso-1,3-diazaspiro[4.4]non-2-ene-4-one C(CCC)C=1N(C2(C(N1)=O)CCCC2)N=O